2-[[5-(2,6-Dibromo-4-nitrophenyl)-2-furanyl]methylene]benzo[b]thiophen-3(2H)-one BrC1=C(C(=CC(=C1)[N+](=O)[O-])Br)C1=CC=C(O1)C=C1C(C2=C(S1)C=CC=C2)=O